tert-Butyl 4-(1-(2-(diisopropylcarbamoyl)-4-fluorophenyl)-2-methyl-1H-pyrrolo[2,3-c]pyridine-3-carbonyl)piperidine-1-carboxylate C(C)(C)N(C(=O)C1=C(C=CC(=C1)F)N1C(=C(C=2C1=CN=CC2)C(=O)C2CCN(CC2)C(=O)OC(C)(C)C)C)C(C)C